NCC1C=2C=CC(=CC2CCC1)N(C1=CC=CC=C1)C 5-(aminomethyl)-N-methyl-N-phenyl-5,6,7,8-tetrahydronaphthalen-2-amine